FC1(CCC(CC1)NC1=NC(=CC(=C1)N1CCOCC1)C(=C)OCC)F N-(4,4-difluorocyclohexyl)-6-(1-ethoxyvinyl)-4-morpholinopyridin-2-amine